N-(3-(trifluoromethyl)benzyl)piperidine-4-carboxamide FC(C=1C=C(CNC(=O)C2CCNCC2)C=CC1)(F)F